methyl 4-((4-bromo-1-(4-(trifluoromethyl)benzyl)-1H-indole-7-carboxamido)methyl)benzoate BrC1=C2C=CN(C2=C(C=C1)C(=O)NCC1=CC=C(C(=O)OC)C=C1)CC1=CC=C(C=C1)C(F)(F)F